C(C)N1[C@H]([C@H](CC1)C1=CC=2C(=NC=CC2NC=2C(=CC3=C(N=CS3)C2F)F)S1)C N-(2-((2S,3S)-1-ethyl-2-methylpyrrolidin-3-yl)thieno[2,3-b]pyridin-4-yl)-4,6-difluorobenzo[d]thiazol-5-amine